4-(furo[3,2-c]pyridin-4-yl)-N-(5-phenyl-1H-pyrazol-3-yl)benzamide O1C=CC=2C(=NC=CC21)C2=CC=C(C(=O)NC1=NNC(=C1)C1=CC=CC=C1)C=C2